5-bromo-7-(methylthio)-2-phenyl-2,3-dihydro-[1,4]dioxino[2,3-c]pyridine BrC1=NC(=CC2=C1OCC(O2)C2=CC=CC=C2)SC